4-((4-((N-(tert-Butoxycarbonyl) sulfamoyl) amino) butyl) amino)-6-methoxyquinazolin-7-yl trifluoromethanesulfonate FC(S(=O)(=O)OC1=C(C=C2C(=NC=NC2=C1)NCCCCNS(NC(=O)OC(C)(C)C)(=O)=O)OC)(F)F